C(C(C)C)(=O)N1CCN(CC1)C1=CC=CC=2N(C=NC21)C(=O)NCCCC2(CC2)C(F)(F)F 4-(4-isoButyrylpiperazin-1-yl)-N-(3-(1-(trifluoromethyl)cyclopropyl)propyl)-1H-benzo[d]imidazole-1-carboxamide